3-Chlorobenzyl ((2S)-3-cyclohexyl-1-((4-(cyclopropylamino)-3-hydroxy-4-oxo-1-(2-oxo-8-oxa-1-azaspiro[4.5]decan-3-yl)butan-2-yl)amino)-1-oxopropan-2-yl)carbamate C1(CCCCC1)C[C@@H](C(=O)NC(CC1C(NC2(C1)CCOCC2)=O)C(C(=O)NC2CC2)O)NC(OCC2=CC(=CC=C2)Cl)=O